1-tert-butyl(2-(2-(2-(2-hydroxyethoxy)ethoxy)ethoxy)ethyl)carbamate C(C)(C)(C)C(COCCOCCOCCO)NC([O-])=O